3-(8-(8-(((3s,5s,7s)-adamantan-1-yl)amino)oct-1-yn-1-yl)-2-methyl-4-oxoquinazolin-3(4H)-yl)piperidine-2,6-dione C12(CC3CC(CC(C1)C3)C2)NCCCCCCC#CC=2C=CC=C3C(N(C(=NC23)C)C2C(NC(CC2)=O)=O)=O